7-(Dimethoxyphosphoryl)-2-naphthoic acid methyl ester COC(=O)C1=CC2=CC(=CC=C2C=C1)P(=O)(OC)OC